1-(m-sulfophenyl)-5-mercapto-1H-tetrazole sodium [Na].S(=O)(=O)(O)C=1C=C(C=CC1)N1N=NN=C1S